1-butyl-2,3-dimethyl-imidazole dodecylbenzenesulfonate C(CCCCCCCCCCC)OS(=O)(=O)C1=CC=CC=C1.C(CCC)N1C(N(C=C1)C)C